BrC1=CC=2N(C3=CC(=CC=C3C2C=C1)Br)C1=CC=CC=C1 4-(2,7-dibromo-9H-carbazol-9-yl)benzene